C1(=CC=CC=C1)P(=O)([C-]1C(=CC=C1)P(C1=C(C=CC=C1)CC)C1=CC=CC=C1)C1=CC=CC=C1.[CH-]1C=CC=C1.[Fe+2] 1-(diphenylphosphinyl)-2-(ethyldiphenylphosphino)ferrocene